1-(1Z-octadecenyl)-2-tridecanoyl-glycero-3-phosphoserine CCCCCCCCCCCCCCCC/C=C\OC[C@H](COP(=O)(O)OC[C@@H](C(=O)O)N)OC(=O)CCCCCCCCCCCC